CN(C#N)C(C)C=1OC(=NN1)C1=C(C=CC=C1)NC1=CC=C(C=C1)C(F)(F)F N-methyl-N-(1-(5-(2-((4-(trifluoromethyl)phenyl)amino)phenyl)-1,3,4-oxadiazol-2-yl)ethyl)cyanamide